[C@H]1(CCCC2=CC=CC=C12)NC(=O)C=1N=CSC1 N-[(1R)-1,2,3,4-tetrahydronaphthalen-1-yl]-1,3-thiazole-4-carboxamide